1-bromo-2-chloro-9-phenyl-9H-carbazole BrC1=C(C=CC=2C3=CC=CC=C3N(C12)C1=CC=CC=C1)Cl